4-(2-((4-(1-(isobutyryloxy)ethoxy)-4-oxobutyl)amino)-4-(trifluoromethyl)benzyl)piperazine-1-carboxylic acid 1,1,1,3,3,3-hexafluoropropan-2-yl ester FC(C(C(F)(F)F)OC(=O)N1CCN(CC1)CC1=C(C=C(C=C1)C(F)(F)F)NCCCC(=O)OC(C)OC(C(C)C)=O)(F)F